C(CCC)C1=NC=2C(=C3C(=NC2)C=C(S3)C)N1CC1CCOCC1 2-butyl-7-methyl-1-((tetrahydro-2H-pyran-4-yl)methyl)-1H-imidazo[4,5-d]thieno[3,2-b]pyridine